ClC=1C=C(C=CC1F)NC(N(C)[C@H]1CS(CC=2NC(C=3C=C(C=CC3C21)F)=O)(=O)=O)=O (R)-3-(3-Chloro-4-fluorophenyl)-1-(8-fluoro-3,3-dioxido-6-oxo-1,4,5,6-tetrahydro-2H-thiopyrano[3,4-c]isoquinolin-1-yl)-1-methylurea